[N].[SH2]=N sulfimide nitrogen